methoxyimidazolium chloride [Cl-].COC=1NC=C[NH+]1